CCCCP(C12CC3CC(C1)CC(C3)C2)C45CC6CC(C4)CC(C6)C5.I di(1-adamantyl)-n-butylphosphine hydriodide